C(C)(C)(C)OC(=O)N1C(CC1)C#CC(=O)O 3-(1-(tert-butoxycarbonyl)azetidin-2-yl)propiolic acid